OC1C(N(CC1)C1CCN(CC1)C1=NC=C(C=N1)C(F)(F)F)=O 3-hydroxy-1-(1-(5-(trifluoromethyl)pyrimidin-2-yl)piperidin-4-yl)pyrrolidin-2-one